7-chloro-8-fluoro-2-(((2R,7aS)-2-fluorotetrahydro-1H-pyrrolizin-7a(5H)-yl)methoxy)-N-(3-vinylphenyl)pyrido[4,3-d]pyrimidin-5-amine ClC1=C(C=2N=C(N=CC2C(=N1)NC1=CC(=CC=C1)C=C)OC[C@]12CCCN2C[C@@H](C1)F)F